BrC=1SC(=C(N1)C1=C(C=CC=C1)C(C)C)C1=CC(=CC=C1)OCCC(C)(C)C 2-bromo-5-(3-(3,3-dimethylbutoxy)phenyl)-4-(2-isopropylphenyl)thiazole